(S)-N-((S)-1-(3-fluoro-5-methoxyphenyl)-2-hydroxyethyl)-2-(7-(5-methyl-2-((tetrahydro-2H-pyran-4-yl)amino)pyrimidin-4-yl)-1-oxo-3,4-dihydropyrrolo[1,2-a]pyrazin-2(1H)-yl)propanamide FC=1C=C(C=C(C1)OC)[C@@H](CO)NC([C@H](C)N1C(C=2N(CC1)C=C(C2)C2=NC(=NC=C2C)NC2CCOCC2)=O)=O